7-((1R,5R)-2,6-diazabicyclo[3.2.0]heptan-2-yl)-N-((R)-1-(2-methyl-3-(trifluoromethyl)phenyl)ethyl)phthalazin-1-amine [C@@H]12N(CC[C@H]2NC1)C1=CC=C2C=NN=C(C2=C1)N[C@H](C)C1=C(C(=CC=C1)C(F)(F)F)C